6-[4-Ethyl-3-(hydroxymethyl)-5-oxo-1,2,4-triazol-1-yl]-5-fluoro-N-[3-methyl-5-(trifluoromethyl)-1H-pyrazol-4-yl]-2-[(1S)-2,2,2-trifluoro-1-methyl-ethoxy]pyridine-3-carboxamide C(C)N1C(=NN(C1=O)C1=C(C=C(C(=N1)O[C@H](C(F)(F)F)C)C(=O)NC=1C(=NNC1C(F)(F)F)C)F)CO